N-[7-bromo-2-(2-cyanoallyl)-3-oxo-isoindolin-4-yl]-1-methyl-piperidine-4-carboxamide BrC=1C=CC(=C2C(N(CC12)CC(=C)C#N)=O)NC(=O)C1CCN(CC1)C